C(C)OC(=O)[C@@H]1[C@H](C1)C1=NC=CC(=N1)C.CC1=NC(=NC=C1)[C@@H]1[C@H](C1)C(=O)O |r| rac-(1S,2S)-2-(4-methylpyrimidin-2-yl)cyclopropane-1-carboxylic acid Ethyl-rac-(1S,2S)-2-(4-methylpyrimidin-2-yl)cyclopropane-1-carboxylate